5-fluoro-4-(1H-pyrazol-4-yl)-1H-indazol-7-ol FC=1C(=C2C=NNC2=C(C1)O)C=1C=NNC1